C(C)C1CC(C2=CC=C(C=C2C1)C)NC(=O)C=1C(NC(=CC1)C(F)(F)F)=O N-(3-ethyl-6-methyl-1,2,3,4-tetrahydronaphthalen-1-yl)-2-oxo-6-(trifluoromethyl)-1,2-dihydropyridine-3-carboxamide